BrC1=CC=C(C=C1)S(=O)(=O)C(F)(F)F 1-bromo-4-((trifluoromethyl)sulfonyl)benzene